3-chloro-5-((1-((5-(cyclopropyl(hydroxy)methyl)-6-methoxypyridazin-3-yl)methyl)-6-oxo-4-(trifluoromethyl)-1,6-dihydropyrimidin-5-yl)oxy)benzonitrile ClC=1C=C(C#N)C=C(C1)OC1=C(N=CN(C1=O)CC=1N=NC(=C(C1)C(O)C1CC1)OC)C(F)(F)F